(S)-5-chloro-7-(5-methyl-1,4,5,6-tetrahydropyridin-2-yl)spiro[benzo[b][1,4]oxazine-2,1'-cyclopropan]-3(4H)-one ClC1=CC(=CC=2OC3(CC3)C(NC21)=O)C=2NC[C@H](CC2)C